C(N)(=O)C1=CC(=NC2=C1N=CN=C2N[C@@H]2CN(C[C@H](C2)F)C(=O)OC(C)(C)C)C=2C=NN(C2)C2CCOCC2 tert-butyl (3S,5S)-3-((8-carbamoyl-6-(1-(tetrahydro-2H-pyran-4-yl)-1H-pyrazol-4-yl) pyrido[3,2-d]pyrimidin-4-yl) amino)-5-fluoropiperidine-1-carboxylate